methylene-bis-(4-methyl-6-cyclohexylphenol) C(C1=C(C(=CC(=C1)C)C1CCCCC1)O)C1=C(C(=CC(=C1)C)C1CCCCC1)O